C[C@@H]1N(C2=CC=C3C(=C2CC1)N=C(N3CCNCC=3C=NC=CC3)CCN3C(C=CC=C3)=O)C(=O)OC methyl (S)-7-methyl-2-(2-(2-oxopyridin-1(2H)-yl)ethyl)-3-(2-((pyridin-3-ylmethyl)amino)ethyl)-3,7,8,9-tetrahydro-6H-imidazo[4,5-f]quinoline-6-carboxylate